ClC1=CC2=C(N=CN(C2=O)CC2(CCN(CC2)C(=O)C2(CC2)C)O)N1C1=CC=C(C=C1)[C@@H]1NC[C@H](OC1)CC 6-Chloro-7-(4-((3s,6r)-6-ethylmorpholin-3-yl)phenyl)-3-((4-hydroxy-1-(1-methylcyclopropane-1-carbonyl)piperidin-4-yl)methyl)-3,7-dihydro-4H-pyrrolo[2,3-d]pyrimidin-4-one